COC(=O)C1=CC2=C(C=3C=CN=CC3C=C2)C=C1 Benzo[f]Isoquinoline-8-carboxylic acid methyl ester